2-bromo-1-[3-(trifluoromethoxy)phenyl]ethan-1-one BrCC(=O)C1=CC(=CC=C1)OC(F)(F)F